1-(3-fluoro-4-methoxyphenyl)-2-(3,4,5-trimethoxyphenyl)ethane FC=1C=C(C=CC1OC)CCC1=CC(=C(C(=C1)OC)OC)OC